C(C)(C)C1=C(NC2=CC=C(C=C12)C1CCC(CC1)N1CC(NCC1)=O)C=1C=C(C=2N(C1)N=CN2)OC 4-(4-(3-Isopropyl-2-(8-methoxy-[1,2,4]triazolo[1,5-a]pyridin-6-yl)-1H-indol-5-yl)cyclohexyl)piperazin-2-on